1,3-dichloro-1,2,2-trifluoropropane ClC(C(CCl)(F)F)F